Methyl 3-(3-(4-(morpholinylmethyl)phenoxy) azetidin-1-yl)-2-(1H-pyrrol-1-yl)benzoate N1(CCOCC1)CC1=CC=C(OC2CN(C2)C=2C(=C(C(=O)OC)C=CC2)N2C=CC=C2)C=C1